(2-(2,6-Dichlorophenyl)-9-(1-(2-morpholinoethyl)-1H-pyrazol-4-yl)imidazo[2,1-f][1,6]naphthyridin-3-yl)methanol ClC1=C(C(=CC=C1)Cl)C=1N=C2C=3C=C(C=NC3C=CN2C1CO)C=1C=NN(C1)CCN1CCOCC1